[C@H]1([C@@H](O)[C@@H](O)[C@H](O)[C@H](O1)CO)OCCNC(CN([C@@H](CCCCN)C(=O)N)CC(NCCO[C@@H]1[C@@H](O)[C@@H](O)[C@H](O)[C@H](O1)CO)=O)=O N2,N2-bis[2-((2-[(α-D-mannopyranosyl)oxy]ethyl)amino)-2-oxoethyl]-L-lysinamide